NC=1C=2N(C3=CC(=CC=C3N1)C(=O)N([C@@H]1CO[C@H](C3=CC(=CC=C13)C(F)(F)F)C)C)C=NC2 Trans-4-amino-N-methyl-N-(trans-1-methyl-7-(trifluoromethyl)isochroman-4-yl)imidazo[1,5-a]quinoxaline-8-carboxamide